N4-(2-(4-methylpiperazin-1-yl)ethyl)-N2-(3-(trifluoromethyl)benzyl)quinazoline-2,4-diamine CN1CCN(CC1)CCNC1=NC(=NC2=CC=CC=C12)NCC1=CC(=CC=C1)C(F)(F)F